OC1=CC2=CC=CC=C2C=C1O 2,3-dihydroxy-naphthalene